5-Chloro-2-[[(1R)-1-[3,6-dimethyl-2-(1-methylindazol-5-yl)-4-oxo-chromen-8-yl]ethyl]amino]benzoic acid ClC=1C=CC(=C(C(=O)O)C1)N[C@H](C)C=1C=C(C=C2C(C(=C(OC12)C=1C=C2C=NN(C2=CC1)C)C)=O)C